bis(2,4-di-cumylphenyl)pentaerythritol diphosphite OP(O)OP(O)O.C(C)(C)(C1=CC=CC=C1)C1=C(C=CC(=C1)C(C)(C)C1=CC=CC=C1)C(O)(C(CO)(CO)CO)C1=C(C=C(C=C1)C(C)(C)C1=CC=CC=C1)C(C)(C)C1=CC=CC=C1